C(C)(C)OCCCNCCCN1CCCC1 N-(3-(isopropoxy)propyl)-3-(pyrrolidinyl)propan-1-amine